COC(=O)C=1N=C2C(=NC1)OC(=C2Br)C(C)C.[N+](=O)([O-])C2=C(CC1=CC=NC=C1)C=CC(=C2)[N+](=O)[O-] 4-(2,4-dinitrobenzyl)pyridine methyl-7-bromo-6-isopropyl-furo[2,3-b]pyrazine-2-carboxylate